N=1N=C(N2C1CCCCC2)CNC=2C=C(C#N)C=CC2 3-((6,7,8,9-tetrahydro-5H-[1,2,4]triazolo[4,3-a]azepin-3-yl)methylamino)benzonitrile